ClC=1C(N(N=CC1NCC1COCCC1)C1CCN(CC1)C(C)C1=CC=C(C=C1)F)=O 4-chloro-2-(1-(1-(4-fluorophenyl)ethyl)piperidin-4-yl)-5-(((tetrahydro-2H-pyran-3-yl)methyl)amino)pyridazin-3(2H)-one